(6aS,12bR)-(-)-2-ethyl-10,11-dihydroxy-5,6,6a,7,8,12b-hexa-hydrobenzo[a]phenanthridine C(C)C=1C=CC=2CN[C@H]3CCC4=C([C@@H]3C2C1)C=C(C(=C4)O)O